[Se].[W] tungsten-selenium